C(OCCC(C)(OC)C)(OCCC(C)(OC)C)=O di(3-methyl-3-methoxybutyl) carbonate